F[C@H]1CC2=CC=3CCCC3C(=C2C1)NC(=O)NS(=O)(=NC(C1=CC=CC=C1)(C1=CC=CC=C1)C1=CC=CC=C1)C=1C=NN2C1OC(C2)(C)C N-(((S)-2-fluoro-1,2,3,5,6,7-hexahydro-s-indacen-4-yl)carbamoyl)-2,2-dimethyl-N'-trityl-2,3-dihydropyrazolo[5,1-b]oxazole-7-sulfonimidamide